4-(3-(4-(2-aminoethoxy)phenyl)pyrazolo[1,5-a]pyrimidin-5-yl)piperazine-1-carboxylic acid isopropyl ester C(C)(C)OC(=O)N1CCN(CC1)C1=NC=2N(C=C1)N=CC2C2=CC=C(C=C2)OCCN